3-(3-methyl-2-oxo-5-[3-[2-(piperidin-4-ylmethoxy)ethoxy]propyl]-1,3-benzodiazol-1-yl)piperidine-2,6-dione hydrochloride Cl.CN1C(N(C2=C1C=C(C=C2)CCCOCCOCC2CCNCC2)C2C(NC(CC2)=O)=O)=O